5-[3-(5-cyano-1H-1,2,3-triazole-4-yl)phenyl]-1,3-dihydro-2H-naphtho[1,2-e][1,4]diazepine-2-one C(#N)C1=C(N=NN1)C=1C=C(C=CC1)C=1C2=C(NC(CN1)=O)C1=CC=CC=C1C=C2